5-heptenoic acid, hydrobromide Br.C(CCCC=CC)(=O)O